4-(4-((1S,4S,5S)-2-Azabicyclo[2.2.1]heptan-5-yl)phenyl)-7-(4-(trifluoromethyl)phenyl)-2-naphthoic acid [C@H]12NC[C@H]([C@H](C1)C1=CC=C(C=C1)C1=CC(=CC3=CC(=CC=C13)C1=CC=C(C=C1)C(F)(F)F)C(=O)O)C2